NC1=C(C(=NN1C(C)C)C1=NC=C(C=C1)CC(=O)NC1=NOC(=C1)C(C)(C)C)C(=O)N 5-Amino-3-[5-[2-[(5-tert-butylisoxazol-3-yl)amino]-2-oxoethyl]-2-pyridyl]-1-isopropyl-pyrazole-4-carboxamide